5-cyclopropyl-2-[1-[(2-fluorophenyl)methyl]pyrazolo[3,4-b]pyridin-3-yl]pyrimidin-4-amine C1(CC1)C=1C(=NC(=NC1)C1=NN(C2=NC=CC=C21)CC2=C(C=CC=C2)F)N